1-cyclobutylsulfanyl-4-nitro-benzene C1(CCC1)SC1=CC=C(C=C1)[N+](=O)[O-]